C(CCCCCCCCCCCCCCCCC)(=O)OCCCCCCCCCCCCCCCCCCCC n-eicosyl octadecanoate